tert-butyl (R)-2-(7-((2-hydroxyethyl)sulfonyl)-2,6,6-trimethyl-2-(3-(2-(methylsulfonyl)ethyl)phenyl)heptanoyl)-1-methylhydrazine-1-carboxylate OCCS(=O)(=O)CC(CCC[C@@](C(=O)NN(C(=O)OC(C)(C)C)C)(C1=CC(=CC=C1)CCS(=O)(=O)C)C)(C)C